1-(1-hydroxy-4,5,8-trimethoxynaphthalen-2-yl)ethan-1-one OC1=C(C=C(C2=C(C=CC(=C12)OC)OC)OC)C(C)=O